CO[C@H]([C@H](CC)S(=O)(=O)N)CC=C (3S,4S)-4-METHOXYHEPT-6-ENE-3-SULFONAMIDE